O1[C@@H](CC1)CN1C=NC=2C=NC(=CC21)C(=O)O 1-{[(2S)-oxetan-2-yl]methyl}-1H-imidazo[4,5-c]pyridine-6-carboxylic acid